C(C)OC(=O)C=1C=C(N2C1C=C(C1=CC=CC=C21)C)C(C2=C(C=CC=C2)[N+](=O)[O-])=O Ethyl-5-methyl-1-(2-nitrobenzoyl)pyrrolo[1,2-a]quinoline-3-carboxylate